C(C1=CC=CC=C1)C1=CC=C(S1)[C@H](CC(=O)[O-])NC(=O)NC=1C(N(C=CC1[O-])C)=O.[Na+].[Na+] sodium (S)-3-(5-benzylthiophen-2-yl)-3-(3-(1-methyl-4-oxido-2-oxo-1,2-dihydropyridin-3-yl) ureido)propanoate